Methoxygold CO[Au]